C(ON1C(CCC1=O)=O)(ON1C(CCC1=O)=O)=O bissuccinimidyl carbonate